azepane-1-carboxylic acid-2-methylprop-2-yl ester CC(C)(C)OC(=O)N1CCCCCC1